5-(1-methylcyclopropoxy)-3-[2-[6-(4-piperidylmethyl)-1,6-diazaspiro[3.3]heptan-1-yl]-4-pyridyl]-1H-indazole CC1(CC1)OC=1C=C2C(=NNC2=CC1)C1=CC(=NC=C1)N1CCC12CN(C2)CC2CCNCC2